COC(=O)C1=CC2=C(N(C=N2)CC2=C(C=C(C=C2)Br)C)C=C1 1-(4-bromo-2-methylbenzyl)-1H-benzo[d]imidazole-5-carboxylic acid methyl ester